3-(prop-2-en-1-yloxy)propanamide C(C=C)OCCC(=O)N